CC1(CNCC=2C=C(C=NC12)[N+](=O)[O-])C 8,8-dimethyl-3-nitro-5,6,7,8-tetrahydro-1,6-naphthyridine